CC1=CC=C2C(=CC(OC2=C1C)=O)C1=CC=CC=C1 7,8-dimethyl-4-phenylcoumarin